COC(C(=C)C)=O.FC=1C=C(C(=O)NC)C=C(C1)CN1C(C2=CC=C(C=C2C=C1)C=1C=NNC1C(F)(F)F)=O 3-fluoro-N-methyl-5-((1-oxo-6-(5-(trifluoromethyl)-1H-pyrazol-4-yl)isoquinolin-2(1H)-yl)methyl)benzamide methylmethacrylate